4,4'-(tetrafluoropropane-2,2-diyl)Bis(cyclohexane-1,2-dicarboxylic acid) FCC(C(F)(F)F)(C1CC(C(CC1)C(=O)O)C(=O)O)C1CC(C(CC1)C(=O)O)C(=O)O